NCCNC1=C2C3=C(C=NC2=CC=C1)SC1=C(C3=O)C=CC=C1F (2-Aminoethylamino)-8-fluoro-12H-benzothiopyrano[2,3-c]Quinolin-12-one